O[C@H]1CN(CCC1)C1=C(C=C(C#N)C=C1)[N+](=O)[O-] (R)-4-(3-hydroxy-piperidin-1-yl)-3-nitrobenzonitrile